C1(=CC=CC=C1)[Si](=[Zr](C1C2=CC=CC=C2C=2C=CC=CC12)C1C=CC=C1)C1=CC=CC=C1 diphenylsilylene(cyclopentadienyl)(9-fluorenyl)zirconium